bromo-3,5-difluoro-benzaldoxime BrC1=C(C=NO)C=C(C=C1F)F